1,3,7-trimethyl-8-(naphthalen-1-ylmethyl-sulfonyl)-1H-purine-2,6(3H,7H)-dione CN1C(N(C=2N=C(N(C2C1=O)C)S(=O)(=O)CC1=CC=CC2=CC=CC=C12)C)=O